COCCOCOC1=C(C=C(C=C1)N1C(C2=CC=C(C=C2CC1)C1=CC(=CC(=C1)C(F)(F)F)C=1C=NC=CC1)=O)NS(=O)(=O)C N-(2-((2-methoxyethoxy)methoxy)-5-(1-oxo-6-(3-(pyridin-3-yl)-5-(trifluoromethyl)phenyl)-3,4-dihydroisoquinolin-2(1H)-yl)phenyl)methanesulfonamide